2'H-1,3'-bipyrazole N1(N=CC=C1)C=1NN=CC1